C1=C(C=CC2=CC=CC=C12)S(=O)(=O)O.IC1=C(N)C=CC=C1 2-iodoaniline Naphthalene-2-sulfonate